FC1=C(C=C(C=C1OC)C)NC(OC(C)(C)C)=O tert-butyl (2-fluoro-3-methoxy-5-methylphenyl)carbamate